4-(8-(3-acrylamidophenyl)quinazolin-6-yl)-N-phenylbenzamide C(C=C)(=O)NC=1C=C(C=CC1)C=1C=C(C=C2C=NC=NC12)C1=CC=C(C(=O)NC2=CC=CC=C2)C=C1